(5-chloro-1H-pyrrolo[2,3-b]pyridin-3-yl)-6-phenyl-3,4-dihydroisoquinoline-2(1H)-carboxamide ClC=1C=C2C(=NC1)NC=C2C2N(CCC1=CC(=CC=C21)C2=CC=CC=C2)C(=O)N